C1=CC=CC2=C(C3=CC=CC=C3C=C12)B(O)O 10-anthraceneboronic acid